3-((4-(2-(((2-(2,6-dioxopiperidin-3-yl)-7-fluoro-1-oxoisoindolin-5-yl)methyl)(Methyl)amino)-4-methylthiazol-5-yl)-5-fluoropyrimidin-2-yl)amino)benzenesulfonamide O=C1NC(CCC1N1C(C2=C(C=C(C=C2C1)CN(C=1SC(=C(N1)C)C1=NC(=NC=C1F)NC=1C=C(C=CC1)S(=O)(=O)N)C)F)=O)=O